(S,E)-1-(3-(4-(1,2-dihydroxyethyl)-1-(4-(trifluoromethoxy)phenyl)-1H-pyrazolo[3,4-b]pyridin-3-yl)azetidin-1-yl)-4-hydroxybut-2-en-1-one O[C@H](CO)C1=C2C(=NC=C1)N(N=C2C2CN(C2)C(\C=C\CO)=O)C2=CC=C(C=C2)OC(F)(F)F